BrC1=CN=C(C2=C1N=C(N=C2)SC)NC 8-bromo-N-methyl-2-(methylthio)pyrido[4,3-d]Pyrimidin-5-amine